2-Ethylhexyl 3-((2-(cyclopropanecarbonyl)-8-fluoro-1,2,3,4-tetrahydroisoquinolin-6-yl)thio)propanoate C1(CC1)C(=O)N1CC2=C(C=C(C=C2CC1)SCCC(=O)OCC(CCCC)CC)F